ClC1=C(C=NN(C1=O)C1CCN(CC1)C(=O)OC(C)(C)C)NC[C@H]1COCCC1 tert-butyl (S)-4-(5-chloro-6-oxo-4-(((tetrahydro-2H-pyran-3-yl)methyl)amino)pyridazin-1(6H)-yl)piperidine-1-carboxylate